C(C)(C)(CC)OOC1(CCCCC1)OOC(C)(C)CC 1,1-bis(tert-amyl-peroxy)cyclohexane